FC(C=1C(=C(C=CC1)[C@@H](C)NC1=C2C(=C(N=N1)C)N=CC(=C2)N2CCN(CC2)C(=O)OC(C)(C)C)F)F (R)-tert-butyl 4-(5-((1-(3-(difluoromethyl)-2-fluorophenyl)ethyl)amino)-8-methylpyrido[2,3-d]pyridazin-3-yl)piperazine-1-carboxylate